benzyl (2-((2S)-2-(1-hydroxy-2-oxo-2-((3,4,5-trimethoxybenzyl)amino)ethyl)pyrrolidin-1-yl)-2-oxoethyl)carbamate OC(C(NCC1=CC(=C(C(=C1)OC)OC)OC)=O)[C@H]1N(CCC1)C(CNC(OCC1=CC=CC=C1)=O)=O